C[C@H](C(=O)OC)CC#CCC methyl (S)-2-methyl-4-heptynoate